ClC=1C(=CC(=C(C1)S(=O)(=O)NC=1SC=CN1)F)NCN1[C@H](C[C@@H](C1)O)CC1CCC1 5-chloro-4-((((2S,4S)-2-(cyclobutylmethyl)-4-hydroxypyrrolidinyl)methyl)amino)-2-fluoro-N-(thiazol-2-yl)benzenesulfonamide